C[C@H]1CN(C[C@@H](N1)C)C=1C=C(C=C2C(=NC(=NC12)C)C=1OC(=CN1)C)S(=O)(=O)NC1(CC1)C 8-((3S,5S)-3,5-dimethylpiperazin-1-yl)-2-methyl-N-(1-methylcyclopropyl)-4-(5-methyloxazol-2-yl)quinazoline-6-sulfonamide